C(C)(C)(C)[S@@](=O)N[C@@H](COC)C1=CC=2N(N=C1)C=C(N2)[C@H](C2CCC(CC2)(F)F)NC(OC(C)(C)C)=O tert-butyl ((S)-(7-((R)-1-(((R)-tert-butylsulfinyl)amino)-2-methoxyethyl)imidazo[1,2-b]pyridazin-2-yl)(4,4-difluorocyclohexyl)methyl)carbamate